CC1(OC[C@H](O1)CN1C(=CC2=CC(=C(C=C12)F)[N+](=O)[O-])C(C(=O)OC[C@H]1OC(OC1)(C)C)(C)C)C ((S)-2,2-Dimethyl-1,3-dioxolan-4-yl)methyl 2-(1-(((R)-2,2-dimethyl-1,3-dioxolan-4-yl)methyl)-6-fluoro-5-nitro-1H-indol-2-yl)-2-methylpropanoate